3-[3-(2-carboxyethyl)-4-methylpyrrolidin-2-ylidene]-2-indolone C(=O)(O)CCC1C(NCC1C)=C1C(NC2=CC=CC=C12)=O